2-[3-[4-(1-[4-[3-amino-6-(2-hydroxyphenyl)pyridazin-4-yl]-1H-pyrazol-1-yl]ethyl)phenyl]propoxy]acetic acid NC=1N=NC(=CC1C=1C=NN(C1)C(C)C1=CC=C(C=C1)CCCOCC(=O)O)C1=C(C=CC=C1)O